tert-butyl (3S,4S)-3-fluoro-4-((5-fluoro-4-(6-(2-hydroxypropan-2-yl)imidazo[1,2-a]pyrazin-3-yl)pyrimidin-2-yl)amino)pyrrolidine-1-carboxylate F[C@H]1CN(C[C@@H]1NC1=NC=C(C(=N1)C1=CN=C2N1C=C(N=C2)C(C)(C)O)F)C(=O)OC(C)(C)C